N-(2-methoxy-2-oxoethyl)-N,N-dimethylcyclopropylammonium bromide [Br-].COC(C[N+](C)(C)C1CC1)=O